5-aminobiphenyl-2-yl-phenol NC=1C=CC(=C(C1)C1=CC=CC=C1)C1=C(C=CC=C1)O